C(C)N[C@H](C)C=1C=C(C(=NC1)OC)C=1N=C(C=2N(C1)N=CN2)OCCOCCC(CCC(C)(F)F)NC(OC(C)(C)C)=O tert-butyl (1-(2-((6-(5-((R)-1-(ethylamino)ethyl)-2-methoxypyridin-3-yl)-[1,2,4]triazolo[1,5-a]pyrazin-8-yl)oxy)ethoxy)-6,6-difluoroheptan-3-yl)carbamate